C(=O)(O)C1=[N+](C=CC=C1)[O-] 2-carboxypyridine 1-oxide